1,3-bis(hydroxypropyl)tetramethyldisiloxane Molybdenum-silver [Ag].[Mo].OCCC[Si](O[Si](CCCO)(C)C)(C)C